ClC1=C2C=NNC2=C(C=C1)C1=CC=C(N=N1)N(C1CC2CCC(C1)N2C(=O)[O-])C 3-{[6-(4-chloro-1H-indazol-7-yl)pyridazin-3-yl](methyl)amino}-8-azabicyclo[3.2.1]octane-8-carboxylate